(3-(3,4-dihydroquinolin-1(2H)-yl)propanoyl)proline N1(CCCC2=CC=CC=C12)CCC(=O)N1[C@@H](CCC1)C(=O)O